C(#N)C=1C=C(C=CC1)C(NC(OC(C)(C)C)=O)([2H])[2H] tert-butyl N-[(3-cyanophenyl)(2H2)methyl]carbamate